COB1OC(C2=NC(=CC=C21)NC2=NC=C(C(=C2)N[C@H](CO)C2=CC=CC=C2)C2=NC(=NO2)N2CCOCC2)(C)C (S)-2-((2-((1-methoxy-3,3-dimethyl-1,3-dihydro-[1,2]oxaborolo[4,3-b]pyridin-5-yl)amino)-5-(3-morpholino-1,2,4-oxadiazol-5-yl)pyridin-4-yl)amino)-2-phenylethan-1-ol